1-(6-(4,4-difluorocyclohexyl)-5-fluoropyridin-3-yl)-1H-pyrazole-4-carboxylic acid Ethyl-1-[6-(4,4-difluorocyclohexyl)-5-fluoropyridin-3-yl]pyrazole-4-carboxylate C(C)OC(=O)C=1C=NN(C1)C=1C=NC(=C(C1)F)C1CCC(CC1)(F)F.FC1(CCC(CC1)C1=C(C=C(C=N1)N1N=CC(=C1)C(=O)O)F)F